4-oxo-3,4-dihydrophthalate O=C1CC(=C(C(=O)[O-])C=C1)C(=O)[O-]